N,2-dimethyl-but-3-yn-2-amine CNC(C)(C#C)C